C12C3=CC=4OCOC4C=C3C(C=C1)N2C(=O)OC(C)(C)C tert-butyl 5,7-dioxa-14-azatetracyclo[9.2.1.02,10.04,8]tetradeca-2,4(8),9,12-tetraene-14-carboxylate